NC=1C(=NC=C(C1)C(=O)O)C(=O)O amino-2,5-pyridinedi-carboxylic acid